C=C(C(=O)O)CC(=O)O 2-methylidene-butanedioic acid